1-(3-Bromo-2-hydroxy-5-methyl-phenyl)-3-(4,4-difluorocyclohexyl)propane-1,3-dione BrC=1C(=C(C=C(C1)C)C(CC(=O)C1CCC(CC1)(F)F)=O)O